6H,7H,8H-pyrimido[5,4-b][1,4]Oxazin-7-one N1=CN=CC=2OCC(NC21)=O